N-hydroxy-4-(3-(4-((((1R,2S)-2-phenylcyclopropyl)amino)methyl)piperidin-1-yl)propyl)benzamide ONC(C1=CC=C(C=C1)CCCN1CCC(CC1)CN[C@H]1[C@@H](C1)C1=CC=CC=C1)=O